tert-butyl N-(4-bromo-2-nitro-phenyl)carbamate BrC1=CC(=C(C=C1)NC(OC(C)(C)C)=O)[N+](=O)[O-]